COC=1C=C(C=CC1)OP(=O)(OC)Cl (3-methoxyphenyl)(methyl)phosphonochloride